ClC=1C(=NC(=NC1)NC1=C(C=C(C(=C1)CC)N1CCC(CC1)N1C2CN(C(C1)C2)C)OC)NC2=CC=C(C(=C2P(C)(C)=O)C)C (6-((5-Chloro-2-((5-ethyl-2-methoxy-4-(4-(5-methyl-2,5-diazabicyclo[2.2.1]Heptane-2-yl)piperidin-1-yl)phenyl)amino)pyrimidin-4-yl)amino)-2,3-dimethylphenyl)dimethylphosphine oxide